methyl 3-[[5-[2-[2-[tert-butyl(dimethyl)silyl]oxyethoxy]phenyl]-2-(trifluoromethyl)phenyl]sulfamoyl]-5-chloro-4-methoxybenzoate [Si](C)(C)(C(C)(C)C)OCCOC1=C(C=CC=C1)C=1C=CC(=C(C1)NS(=O)(=O)C=1C=C(C(=O)OC)C=C(C1OC)Cl)C(F)(F)F